3-(4-chlorophenyl)-1-(2,4-dichlorophenyl)-4,5-dihydro-1H-pyrazole-5-carboxylic acid methyl ester COC(=O)C1CC(=NN1C1=C(C=C(C=C1)Cl)Cl)C1=CC=C(C=C1)Cl